4-amino-7-cyclopentyl-N-(4-((methylthio)methyl)phenyl)pyrrolo[2,1-f][1,2,4]triazine-5-carboxamide NC1=NC=NN2C1=C(C=C2C2CCCC2)C(=O)NC2=CC=C(C=C2)CSC